C(CCCCCCCCCCCCCCCCCCCCCCCCCCC)[NH-] montanyl-amide